N12CCN(C(CC1)C2)C2=CC=C(C=C2)C=2C=C(C1=CN(N=C1C2Cl)C(C(=O)NC=2SC=CN2)C2=C1N(C=N2)C[C@@H](C1)F)Cl (6-(4-(1,4-diazabicyclo[3.2.1]oct-4-yl)phenyl)-4,7-dichloro-2H-indazol-2-yl)-2-((R)-6-fluoro-6,7-dihydro-5H-pyrrolo[1,2-c]imidazol-1-yl)-N-(thiazol-2-yl)acetamide